O[C@@H]1CN(CC1)C1=C(C=C2C(=N1)N=C(O2)N2CCOCC2)NC(=O)C=2N=C(OC2)C2=CC(=NC=C2)C (S)-N-(5-(3-hydroxypyrrolidin-1-yl)-2-morpholinyloxazolo[4,5-b]pyridin-6-yl)-2-(2-methylpyridin-4-yl)oxazole-4-carboxamide